chloro-N-(3-(5-((dimethylamino)methyl)pyrazin-2-yl)phenyl)-N-methyl-[1,2,4]triazolo[4,3-a]quinazolin-5-amine ClC1=NN=C2N1C1=CC=CC=C1C(=N2)N(C)C2=CC(=CC=C2)C2=NC=C(N=C2)CN(C)C